(S)-1-((2-(difluoromethyl)-6-(7H-pyrrolo[2,3-d]pyrimidin-4-yl)pyridin-3-yl)oxy)-2,4-dimethylpentan-2-amine FC(C1=NC(=CC=C1OC[C@](CC(C)C)(N)C)C=1C2=C(N=CN1)NC=C2)F